1,2,3,4,5-pentakis(cyanoethoxy)pentane C(#N)CCOCC(C(C(COCCC#N)OCCC#N)OCCC#N)OCCC#N